BrC1=CC=C2CCC(C2=C1)(O)C 6-bromo-1-methyl-2,3-dihydro-1H-inden-1-ol